ClC=1C=C(C=C(C1)Cl)NC1=NC2=CC(=CC=C2C(N1)=O)[N+](=O)[O-] 2-((3,5-dichlorophenyl)amino)-7-nitroquinazoline-4(3H)-One